N1=C(C=C2COCCN21)C(=O)N2CCC(CC2)OC=2C=CC=C1C(=NN(C21)C)C2C(NC(CC2)=O)=O 3-(7-((1-(6,7-dihydro-4H-pyrazolo[5,1-c][1,4]oxazine-2-carbonyl)piperidin-4-yl)-oxy)-1-methyl-1H-indazol-3-yl)piperidine-2,6-dione